S(C)(=O)(=O)O.COC1=C(CNC2=C3NC=NC3=NC=N2)C=C(C=C1OC)OC 6-(2,3,5-trimethoxybenzylamino)purine mesylate